C(#N)C1=NN(C(=C1)C)C1=C(C=CC(=N1)N1C=NC2=C1C=CC(=C2)NC=2C=NN(C2)C2CN(C2)C(=O)OC(C)(C)C)CCO tert-butyl 3-[4-[[1-[6-(3-cyano-5-methyl-pyrazol-1-yl)-5-(hydroxyethyl)-2-pyridyl]benzimidazol-5-yl]amino]pyrazol-1-yl]azetidine-1-carboxylate